COC1=CC=C(C=C1)C(=COC1=CC=CC=C1)C 1-methoxy-4-(1-phenoxyprop-1-en-2-yl)benzene